C(C)OC(C(=C)C1N(CCC1)C)=O (1-methylpyrrolidin-2-yl)acrylic acid ethyl ester